ClC=1C=CC=C2C=CC=C(C12)C1=C(C=2N=C(N=C(C2C=N1)N([C@H]1CN(CC1)C(/C=C/C(=O)OC)=O)C)OC[C@H]1N(CCC1)C)F methyl (E)-4-((R)-3-((7-(8-chloronaphthalen-1-yl)-8-fluoro-2-(((S)-1-methylpyrrolidin-2-yl)methoxy)pyrido[4,3-d]pyrimidin-4-yl)(methyl)amino)pyrrolidin-1-yl)-4-oxobut-2-enoate